C(C)(C)(C)OC(=O)N1C[C@H](CC1)[C@@H](C(=O)OC(C)(C)C)CC1=CC(=CC=C1)CO.COC1=CC=C(C(=O)N(CCC2=NC=CC=C2)C2=CC=CC=C2)C=C1 4-methoxy-N-phenyl-N-[2-(pyridin-2-yl)ethyl]benzamide tert-Butyl-(3R)-3-[(1S)-2-tert-butoxy-1-[[3-(hydroxymethyl)phenyl]methyl]-2-oxo-ethyl]pyrrolidine-1-carboxylate